(S)-o-nitrophenylglycidyl Ether [N+](=O)([O-])C1=C(C=CC=C1)[C@@H](C1CO1)O[C@H](C1CO1)C1=C(C=CC=C1)[N+](=O)[O-]